N-((2R,3S)-1-acetyl-2-(((cis-4-(2,3-difluorophenyl)cyclohexyl)oxy)methyl)piperidin-3-yl)methanesulfonamide C(C)(=O)N1[C@H]([C@H](CCC1)NS(=O)(=O)C)CO[C@@H]1CC[C@@H](CC1)C1=C(C(=CC=C1)F)F